FC1=CC=C(C=C1)N1C(C(=CC=C1)C(=O)O)=O 1-(4-fluorophenyl)-2-oxo-pyridine-3-carboxylic acid